Br.C1C(NC=2C=CC=C3C2N1[C@@H]1[C@H]3CNCC1)=O (6bR,10aS)-6b,7,8,9,10,10a-hexahydro-1H-pyrido[3',4':4,5]pyrrolo-[1,2,3-de]quinoxalin-2(3H)-one HBr salt